2-(2-ethylhexyl)-2-phenyl-1,3-dimethoxypropane C(C)C(CC(COC)(COC)C1=CC=CC=C1)CCCC